(E)-3-(4-((4-bromobut-2-en-1-yl)(methyl)amino)-1-carbonylisoindolin-2-yl)piperidine BrC/C=C/CN(C1=C2CN(C(C2=CC=C1)=C=O)C1CNCCC1)C